C1(CCC(CC1)C(C)C)(C)C(=O)O menthaneformic acid